3,5-dibenzyloxy-4-methoxyphenylacetic acid C(C1=CC=CC=C1)OC=1C=C(C=C(C1OC)OCC1=CC=CC=C1)CC(=O)O